4-(1-(2-methoxyethyl)-4-methyl-1H-pyrazol-5-yl)-6-methyl-3,6-dihydropyridine-1(2H)-carboxylate COCCN1N=CC(=C1C=1CCN(C(C1)C)C(=O)[O-])C